4-(methylsulfonyl)-2-nitro-phenol CS(=O)(=O)C1=CC(=C(C=C1)O)[N+](=O)[O-]